(2-(1-(Phenethylthio)-2-phenylethoxy)-2,2-diphenylacetoxy)spiro[bicyclo[3.2.1]octane-8,1'-pyrrolidin]-8-ium formate C(=O)[O-].C(CC1=CC=CC=C1)SC(CC1=CC=CC=C1)OC(C(=O)OC1[N+]2(CCC1)C1CCCC2CC1)(C1=CC=CC=C1)C1=CC=CC=C1